C(C)(C)(C)OC(=O)N(C(OC(C)(C)C)=O)C1=C(C(=CC=C1[N+](=O)[O-])N1CC2=CC=C(C=C2CC1)C(F)(F)F)F tert-Butyl N-tert-butoxycarbonyl-N-[2-fluoro-6-nitro-3-[6-(trifluoromethyl)-3,4-dihydro-1H-isoquinolin-2-yl]phenyl]carbamate